ClC1=NC(=C2N=CN(C2=N1)[C@H]1[C@@H]([C@@]([C@H](O1)COC(C(=O)O)S(=O)(=O)C1=CC=CC=C1)(O)C#C)O)N1CCOCC1 2-(((2R,3S,4R,5R)-5-(2-chloro-6-morpholino-9H-purin-9-yl)-3-ethynyl-3,4-dihydroxytetrahydrofuran-2-yl)methoxy)-2-(benzenesulfonyl)acetic acid